4-METHYLPENTYL ACETATE C(C)(=O)OCCCC(C)C